4-amino-N,1-dimethyl-N-((3S)-6-(trifluoromethyl)-2,3-dihydrofuro[3,2-c]pyridin-3-yl)-1H-pyrazolo[4,3-c]-quinoline-8-carboxamide NC1=NC=2C=CC(=CC2C2=C1C=NN2C)C(=O)N([C@@H]2COC1=C2C=NC(=C1)C(F)(F)F)C